tert-Butyl 4-oxo-3-(phenylamino)-2-(quinolin-2-yl)-1,4,6,7-tetrahydro-5H-pyrrolo[3,2-c]pyridine-5-carboxylate O=C1N(CCC2=C1C(=C(N2)C2=NC1=CC=CC=C1C=C2)NC2=CC=CC=C2)C(=O)OC(C)(C)C